O.C(=O)(O)[C@@H]([C@H](C(=O)[O-])O)O.C(=O)(O)[C@@H](COC)N1CC[NH+](CC1)C 4-[(1R)-1-carboxy-2-methoxyethyl]-1-methylpiperazin-1-ium (2R,3R)-3-carboxy-2,3-dihydroxypropanoate hydrate